S(N)([O-])(=O)=O.C1CCCCC1.[Na+] Sodium cyclohexane sulfamate